C[C@@H]1[C@@H]2[C@H](CN1C(=O)OC(C)(C)C)CNC2 tert-butyl (3aR,4R,6aS)-4-methyl-2,3,3a,4,6,6a-hexahydro-1H-pyrrolo[3,4-c]pyrrole-5-carboxylate